N-((1-Methylpyrrolidin-3-yl)methyl)-5,7-diphenylpyrazolo[1,5-a]pyrimidine-2-carboxamide CN1CC(CC1)CNC(=O)C1=NN2C(N=C(C=C2C2=CC=CC=C2)C2=CC=CC=C2)=C1